2-(5-((R and S)-1-(((R)-((R)-8-cyano-1,2,3,4-tetrahydroquinoxalin-2-yl)(phenyl)methyl)amino)propan-2-yl)thiophen-3-yl)acetic acid C(#N)C=1C=CC=C2NC[C@@H](NC12)[C@@H](C1=CC=CC=C1)NC[C@@H](C)C1=CC(=CS1)CC(=O)O |&1:21|